C(#N)C=1C2=C(C(=NC1N1[C@@H](CC1)C(F)(F)F)N1CC(C1)CC(=O)O)CCC2(F)F (S)-2-(1-(4-cyano-5,5-difluoro-3-(2-(trifluoromethyl)azetidin-1-yl)-6,7-dihydro-5H-cyclopenta[c]pyridin-1-yl)azetidin-3-yl)acetic acid